C1(CC1)C(C(C)(C)O)N1C(C2=C(C=CC=C2C1)C1=CC(=CC=C1)OCC(F)(F)F)=O 2-(1-cyclopropyl-2-hydroxy-2-methylpropyl)-7-(3-(2,2,2-trifluoroethoxy)phenyl)isoindolin-1-one